ClC=1C(=NC(=NC1)N1C[C@@](CCC1)(C)F)NC1=CC=2C3=C(C(N(C2C=C1)C)=O)OCC([C@@H](N3)C3CC3)(F)F (S)-10-((5-chloro-2-((S)-3-fluoro-3-methylpiperidin-1-yl)pyrimidin-4-yl)amino)-2-cyclopropyl-3,3-difluoro-7-methyl-1,2,3,4-tetrahydro-[1,4]oxazepino[2,3-c]quinolin-6(7H)-one